3-(2-(4-acetylpiperazin-1-yl)-5-methoxypyrimidin-4-yl)imidazo[1,2-a]pyrazine-6-carboxamide C(C)(=O)N1CCN(CC1)C1=NC=C(C(=N1)C1=CN=C2N1C=C(N=C2)C(=O)N)OC